(2S,3R,4S,5S)-3-(3,4-difluoro-2-methoxy-phenyl)-5-isopropyl-4-methyl-tetrahydrofuran FC=1C(=C(C=CC1F)[C@@H]1CO[C@H]([C@H]1C)C(C)C)OC